(±)-11-(1-Chloroethyl)-3-fluoro-9-methyl-5,6-dihydro-7H-benzo[c]xanthen-7-one Cl[C@H](C)C=1C=2OC=3C4=C(CCC3C(C2C=C(C1)C)=O)C=C(C=C4)F |r|